Cl.NN1CC(CCC1)C(=O)NCC(F)F 1-amino-N-(2,2-difluoroethyl)piperidine-3-carboxamide hydrochloride